ClC1=NC=C(C(=N1)NC1=C(C=CC=C1)CS(=O)(=O)N)F (2-((2-chloro-5-fluoropyrimidin-4-yl)amino)phenyl)methylsulfonamide